(3S)-3-[5-[4-[[1-[4-[2-hydroxy-6-(2,2,2-trifluoroethyl)-8,9-dihydro-7H-benzo[7]annulen-5-yl]phenyl]-4-piperidyl]methyl]piperazin-1-yl]-1-oxo-isoindolin-2-yl]piperidine-2,6-dione OC=1C=CC2=C(CCCC(=C2C2=CC=C(C=C2)N2CCC(CC2)CN2CCN(CC2)C=2C=C3CN(C(C3=CC2)=O)[C@@H]2C(NC(CC2)=O)=O)CC(F)(F)F)C1